N[C@H](C(=O)NC)CC(C)C (S)-2-amino-N,4-dimethylpentanamide